n-phenyl-1,8-naphthalimide C1=CC=C(C=C1)N2C(=O)C3=CC=CC4=C3C(=CC=C4)C2=O